ethyl 3-[[(2-hydroxyethyl) carbamoyl] methyl]-5-methyl-2,4-dioxo-1-(2-phenylethyl)-1H,2H,3H,4H-thieno[2,3-d]pyrimidine-6-carboxylate OCCNC(=O)CN1C(N(C2=C(C1=O)C(=C(S2)C(=O)OCC)C)CCC2=CC=CC=C2)=O